C(C)(C)[C@H]1[C@@H](C[C@@H](CC1)C)C(=O)N1C(=NC(=C1)C1=CC=C(C=C1)C)C1N(CCCC1)C(C(C)SC)=O 1-(2-(1-((1R,2S,5R)-2-isopropyl-5-methylcyclohexane-1-carbonyl)-4-(p-tolyl)-1H-imidazol-2-yl)piperidin-1-yl)-2-(methylthio)propan-1-one